2-(2-oxoimidazolidin-1-yl)-4,6-bis(trifluoromethyl)phenyl (4-(difluoromethoxy)phenyl)(methyl)carbamate FC(OC1=CC=C(C=C1)N(C(OC1=C(C=C(C=C1C(F)(F)F)C(F)(F)F)N1C(NCC1)=O)=O)C)F